5-bromo-3-cyano-6-methyl-2-pyridone BrC=1C=C(C(NC1C)=O)C#N